FC1(CCC(CC1)N1C(C(=CC=C1)NC(C1=C(C=C(C=C1)S(=O)(=O)CCO)N1CCC2(CC2)CC1)=O)=O)F N-(1-(4,4-difluorocyclohexyl)-2-oxo-1,2-dihydropyridin-3-yl)-4-((2-hydroxyethyl)sulfonyl)-2-(6-azaspiro[2.5]octan-6-yl)benzamide